(S)-2-Amino-3-(3-(4-((3-fluoro-5-(1H-pyrazol-5-yl)pyridin-2-yl)oxy)phenyl)-1H-pyrazol-1-yl)propan-1-ol N[C@H](CO)CN1N=C(C=C1)C1=CC=C(C=C1)OC1=NC=C(C=C1F)C1=CC=NN1